ClC=1C(=NC(=NC1)NC1CCOCC1)C1=CC=C2CN(C(C2=C1)=O)[C@@H](C(=O)OC(C)(C)C)C tert-butyl (2R)-2-(6-{5-chloro-2-[(oxan-4-yl)amino]pyrimidin-4-yl}-1-oxo-2,3-dihydro-1H-isoindol-2-yl)propanoate